N-(4-chloro-2-fluoro-3-(7-(methylamino)-1,6-naphthyridin-3-yl)phenyl)-4-(2-cyanoprop-2-yl)picolinamide ClC1=C(C(=C(C=C1)NC(C1=NC=CC(=C1)C(C)(C)C#N)=O)F)C=1C=NC2=CC(=NC=C2C1)NC